C(#N)C1(CC1)NS(=O)(=O)C=1C=C(C=2N(C1)C(=NC2)C=2SC(=NN2)C(F)F)N2CCN(CC2)C(=O)C2(CC2)OCC(=O)O 2-(1-(4-(6-(N-(1-cyanocyclopropyl)sulfamoyl)-3-(5-(difluoromethyl)-1,3,4-thiadiazol-2-yl)imidazo[1,5-a]pyridin-8-yl)piperazine-1-carbonyl)cyclopropoxy)acetic acid